CN1C=CC2=CC=CC(=C12)C(=O)N 1-methyl-1H-indole-7-carboxamide